2-(3-(4-amino-1-isopropyl-1H-pyrazolo[4,3-c]pyridin-3-yl)-4-(pyridin-2-yl)isoxazol-5-yl)propan-2-ol NC1=NC=CC2=C1C(=NN2C(C)C)C2=NOC(=C2C2=NC=CC=C2)C(C)(C)O